(S)-5-((4,6-difluoro-5-(4'-(1-(2-methoxyethyl)piperidin-3-yl)-[1,1'-biphenyl]-4-yl)-1H-benzo[d]imidazol-2-yl)oxy)-2-methylbenzoic acid FC1=C(C(=CC=2NC(=NC21)OC=2C=CC(=C(C(=O)O)C2)C)F)C2=CC=C(C=C2)C2=CC=C(C=C2)[C@H]2CN(CCC2)CCOC